6-{3-[1-(4-Amino-3-methyl-1H-pyrazolo[3,4-d]pyrimidin-1-yl)ethyl]-5-chloro-2-methoxy-6-methylphenyl}morpholin-3-one NC1=C2C(=NC=N1)N(N=C2C)C(C)C=2C(=C(C(=C(C2)Cl)C)C2OCC(NC2)=O)OC